N-(prop-2-en-1-yl)pent-4-enamide C(C=C)NC(CCC=C)=O